4,4'-methylenebis(2,3-dichloroaniline) C(C1=C(C(=C(N)C=C1)Cl)Cl)C1=C(C(=C(N)C=C1)Cl)Cl